NC1=CC(=C(OC2(CC=C(C=C2)C2=CC=CC=C2)OC2=C(C=C(C=C2)N)C(F)(F)F)C=C1)C(F)(F)F 4,4-bis(4-amino-2-trifluoromethylphenoxy)biphenyl